NC1=C(N=CC(=N1)C=1N=C(C=2N(C1)C=CN2)NC=2C=CC(=C(OCCO)C2)N2CCN(CC2)C2COC2)C 2-(5-((6-(6-amino-5-methylpyrazin-2-yl)imidazo[1,2-a]pyrazin-8-yl)amino)-2-(4-(oxetan-3-yl)piperazin-1-yl)phenoxy)ethanol